2-((tert-butoxycarbonyl)(ethyl)amino)-4-chloro-benzoic acid C(C)(C)(C)OC(=O)N(C1=C(C(=O)O)C=CC(=C1)Cl)CC